O[C@H]1CC[C@@]2([C@H]3CC[C@@]4([C@H](CC[C@H]4[C@@H]3CC=C2C1)[C@@H](CCC(=O)N1CCN(CC1)C(=O)N)C)C)C 4-((R)-4-((3S,8S,9S,10R,13R,14S,17R)-3-hydroxy-10,13-dimethyl-2,3,4,7,8,9,10,11,12,13,14,15,16,17-tetradecahydro-1H-cyclopenta[a]phenanthren-17-yl)pentanoyl)piperazine-1-carboxamide